(4-chlorophenyl)-5,6,7,8-tetrahydropyrido[1,2-a]purin-10(3H)-one ClC1=CC=C(C=C1)C=1NC=2N=C3N(C(C2N1)=O)CCCC3